B(OC1=C(C(=C(C(=C1Cl)Cl)Cl)Cl)Cl)(OC1=C(C(=C(C(=C1Cl)Cl)Cl)Cl)Cl)[O-].[K+] potassium bis(perchlorophenyl) borate